N-((3aR,5s,6aS)-2-(2-chloro-5-(trifluoromethyl)pyrimidin-4-yl)octahydrocyclopenta[c]pyrrol-5-yl)-1-(2,2-difluoroethyl)-1H-pyrazolo[3,4-b]pyrazin-6-amine ClC1=NC=C(C(=N1)N1C[C@@H]2[C@H](C1)CC(C2)NC2=CN=C1C(=N2)N(N=C1)CC(F)F)C(F)(F)F